C(C)(C)(C)OC(=O)N1CCN(CC1)C1=NC(=CC=C1)NC1=NC(=NC=C1F)NC=1C=CC2=C(NC(=N2)N(C)C)C1 tert-Butyl-4-(6-((2-((2-(dimethylamino)-1H-benzo[d]imidazol-6-yl)amino)-5-fluoropyrimidin-4-yl)amino)pyridin-2-yl)piperazine-1-carboxylate